3,4-dimethylpent-2-en-1-one CC(=CC=O)C(C)C